C(C)(C)(C)OC(=O)N1CCC(CC1)C(C1=CC=C(C=C1)C)(O)C1=CC=C(C=C1)F 4-((4-fluorophenyl)(hydroxy)(p-tolyl)methyl)piperidine-1-carboxylic acid tert-butyl ester